CN1C(OC([C@H]1C)=O)=O (R)-3,4-dimethyloxazolidine-2,5-dione